B(F)(F)F.N[C@@H](CC1=CC=CC=C1)C(=O)O phenylalanine trifluoroborate